N-(2,4-Difluoro-3-(5-(4-(trifluoromethyl)phenyl)-1H-pyrazolo[3,4-b]pyridin-3-carbonyl)-phenyl)propan-1-sulfonamid FC1=C(C=CC(=C1C(=O)C1=NNC2=NC=C(C=C21)C2=CC=C(C=C2)C(F)(F)F)F)NS(=O)(=O)CCC